C(C)(C)(C)C=1C(=C(C(=O)O)C=C(C1)C(C)(C)C)O 3,5-di-tert-butyl-2-hydroxybenzoic acid